C1(CCC1)SC1=NC=CC=C1C1=CC(=C(C(=C1)F)C(CCCC(=O)O)C)F 5-[4-(2-cyclobutylsulfanyl-3-pyridinyl)-2,6-difluoro-phenyl]hexanoic acid